4-(5-bromo-1H-pyrazol-3-yl)-N-ethyl-4-(2-hydroxyethoxy)piperidine-1-carboxamide Ethyl-{[4-(5-bromo-1H-pyrazol-3-yl)-1-(ethylcarbamoyl)piperidin-4-yl]oxy}acetate C(C)OC(COC1(CCN(CC1)C(NCC)=O)C1=NNC(=C1)Br)=O.BrC1=CC(=NN1)C1(CCN(CC1)C(=O)NCC)OCCO